N1(N=CC=C1)C1=C(C=C(C=C1)NC(=O)C=1C=NN(C1C1CC1)C=1C=2C3=C(C(NC3=CC1)=O)C=CC2)C(F)(F)F N-(4-(1H-pyrazol-1-yl)-3-trifluoromethyl-phenyl)-5-cyclopropyl-1-(2-oxo-1,2-dihydrobenzo[cd]indol-6-yl)-1H-pyrazole-4-carboxamide